tribromoacetic acid anion BrC(C(=O)[O-])(Br)Br